tetraoctyl bis[di(tridecyl) phosphite] C(CCCCCCCCCCCC)P(OCCCCCCCC)(OCCCCCCCC)([O-])CCCCCCCCCCCCC.C(CCCCCCCCCCCC)P(OCCCCCCCC)(OCCCCCCCC)([O-])CCCCCCCCCCCCC